9,9-dioctyl-Fluorene C(CCCCCCC)C1(C2=CC=CC=C2C=2C=CC=CC12)CCCCCCCC